2-{[4-(3-{[4-(difluoromethyl)-2-fluorophenoxy]methyl}phenoxy)piperidin-1-yl]methyl}-4-fluoro-1-{[(2S)-oxetan-2-yl]methyl}-1H-1,3-benzodiazole-6-carboxylic acid FC(C1=CC(=C(OCC=2C=C(OC3CCN(CC3)CC3=NC4=C(N3C[C@H]3OCC3)C=C(C=C4F)C(=O)O)C=CC2)C=C1)F)F